4-(2,2-dimethyl-1,3-dioxolan-4-yl)-1-(2-trimethylsilylethoxymethyl)indazole-3-carbonitrile CC1(OCC(O1)C1=C2C(=NN(C2=CC=C1)COCC[Si](C)(C)C)C#N)C